ClC=1C(=CC2=C(NC=N2)C1)SC1=CC=C(C=C1)Cl 6-Chloro-5-(4-chloro-phenylsulfanyl)-1H-benzoimidazol